(6-((2-((4-((2-(dimethylamino)ethyl)(methyl)amino)-2-methoxy-5-(1-methyl-1H-pyrazole-4-yl)phenyl)amino)-7H-pyrrolo[2,3-d]pyrimidin-4-yl)amino)quinoxalin-5-yl)dimethylphosphine oxide CN(CCN(C1=CC(=C(C=C1C=1C=NN(C1)C)NC=1N=C(C2=C(N1)NC=C2)NC=2C(=C1N=CC=NC1=CC2)P(C)(C)=O)OC)C)C